COC(=O)CC1=CN(C(=S)NC1=O)[C@H]2[C@@H]([C@@H]([C@H](O2)CO)O)O The molecule is a thiouridine that is 2-thiouridine bearing an additional methoxycarbonylmethyl substituent at position 5 on the thiouracil ring. It is a thiouridine and a methyl ester.